CC1=CC=C(C=C1)C=1C(=C(C(=CC1)C)C)C1=CC=C(C)C=C1 di(p-toluenyl)xylene